1,3-bis-[3,5-bis(3,4-dihydroxyphenyl)-4-hydroxyphenyl]adamantane OC=1C=C(C=CC1O)C=1C=C(C=C(C1O)C1=CC(=C(C=C1)O)O)C12CC3(CC(CC(C1)C3)C2)C2=CC(=C(C(=C2)C2=CC(=C(C=C2)O)O)O)C2=CC(=C(C=C2)O)O